COC1=C(C(NC(=N1)C1=NC=C(C=C1)C)=O)C(F)(F)F 6-methoxy-2-(5-methyl-2-pyridyl)-5-(trifluoromethyl)-4(3H)-pyrimidone